C12CN(CC2NC1)C(=O)C=1C2=C(N(N1)CC(=O)N1CCN(CC1)C1=C(C(=CC=C1)C)C)CCC2 2-[3-(3,6-diazabicyclo[3.2.0]heptane-3-carbonyl)-5,6-dihydrocyclopenta[c]pyrazol-1(4H)-yl]-1-[4-(2,3-dimethylphenyl)piperazin-1-yl]ethan-1-one